ClC1=C(C=C(C=C1Cl)O)C=1C(=CC2=C(N(C(N=C2N2[C@H](CN(CC2)C(C=C)=O)C)=O)C=2C(=NC=CC2C)C(C)C)N1)F 7-(2,3-dichloro-5-hydroxyphenyl)-6-fluoro-1-(4-methyl-2-(2-propanyl)-3-pyridinyl)-4-((2S)-2-methyl-4-(2-propenoyl)-1-piperazinyl)pyrido[2,3-d]pyrimidin-2(1H)-one